N-methoxy-N-methyl-2-(2,2,2-trifluoroethoxy)isonicotinamide CON(C(C1=CC(=NC=C1)OCC(F)(F)F)=O)C